BrC1=C(C=C(C(=O)N2CC=3N=C(N(C(C3C[C@H]2C)=O)C2=CC3=C(N(C=N3)C)C=C2F)N[C@@H](C)C=C)C=C1)C(F)(F)F (R)-7-(4-bromo-3-(trifluoromethyl)benzoyl)-2-(((S)-but-3-en-2-yl)amino)-3-(6-fluoro-1-methyl-1H-benzo[d]imidazol-5-yl)-6-methyl-5,6,7,8-tetrahydropyrido[3,4-d]pyrimidin-4(3H)-one